C(C)OC(=O)C=1C=C(C=C2C1N=C(S2)C[C@H](CC2=CC(=C(C(=C2)OC)C)OC)OC2CCCC2)N(C)C 2-((2s,3r)-2-(cyclopentyloxy)-3-(3,5-dimethoxy-4-methylphenyl)propyl)-6-(dimethylamino)benzo[D]thiazole-4-carboxylic acid ethyl ester